4-(4'-cyanophenyl)piperidine C(#N)C1=CC=C(C=C1)C1CCNCC1